tertbutyl 3-(2-cyanophenyl)2-(diphenylmethyleneamino)propanoate C(#N)C1=C(C=CC=C1)CC(C(=O)OC(C)(C)C)N=C(C1=CC=CC=C1)C1=CC=CC=C1